3-(2-((1-ethylcyclopentyl)oxycarbonyl)ethylthio)propyltrimethoxysilane C(C)C1(CCCC1)OC(=O)CCSCCC[Si](OC)(OC)OC